FC(C1=CC=C(C=C1)N1CC2(CC3=CC=CC=C13)CN(CC2)C(=O)Cl)(F)F (4-(trifluoromethyl)phenyl)-1',4'-dihydro-2'H-spiro[pyrrolidine-3,3'-quinoline]-1-carbonyl chloride